1-(5-(2-fluorophenyl)-6-methylpyrazin-2-yl)-4-methylpiperidin-4-amine FC1=C(C=CC=C1)C=1N=CC(=NC1C)N1CCC(CC1)(N)C